FC1=CC=C(C=C1)C=1N=CNC1C1=CC=NC=C1 4-(4-fluorophenyl)-5-(pyridin-4-yl)-1H-imidazol